Nonadecan-10-yl ((((2R,3S,5R)-5-(6-amino-2-fluoro-9H-purin-9-yl)-2-ethynyl-3-hydroxytetrahydrofuran-2-yl)methoxy)(phenoxy)phosphoryl)-L-alaninate NC1=C2N=CN(C2=NC(=N1)F)[C@H]1C[C@@H]([C@@](O1)(C#C)COP(=O)(OC1=CC=CC=C1)N[C@@H](C)C(=O)OC(CCCCCCCCC)CCCCCCCCC)O